C(C)OC(=O)C1SC=C(C1(C(=O)O)CBr)CBr 3,4-dibromomethyl-thiofurandicarboxylic acid ethyl ester